N-[1-[4-[[5-aminopent-3-ynyl(methyl)amino]methyl]cyclohexyl]-3-(difluoromethyl)pyrazol-4-yl]-5-morpholino-pyrazolo[1,5-a]pyrimidine-3-carboxamide NCC#CCCN(C)CC1CCC(CC1)N1N=C(C(=C1)NC(=O)C=1C=NN2C1N=C(C=C2)N2CCOCC2)C(F)F